C(#C)C1=CC(=C(C=N1)C1=C(C2=C(N=CN=C2N)O1)C1=CC(=C(C=C1)OC1=NC=CC(=C1)C)F)C 6-(6-ethynyl-4-methylpyridin-3-yl)-5-{3-fluoro-4-[(4-methylpyridin-2-yl)oxy]phenyl}furo[2,3-d]pyrimidin-4-amine